C(C)(=O)N1C=CC=2C=CC3=C(C12)NC=C3S(=O)(=O)OC3=C(C(=C(C(=C3F)F)F)F)F Perfluorophenyl 8-acetyl-1,8-dihydropyrrolo[3,2-g]indole-3-sulfonate